BrC=1C(=CC2=C(N(CC(N(S2(=O)=O)C)(CC)CCCC)C2=CC=CC=C2)C1)O 7-bromo-3-butyl-3-ethyl-8-hydroxy-2-methyl-5-phenyl-2,3,4,5-tetrahydro-1,2,5-benzothiadiazepine 1,1-dioxide